(S)-N1-Ethyl-N6-(1-(2-(2-adamantyl(methyl)amino)-2-oxoethyl)-2-oxo-1,2-dihydropyridin-3-yl)-5-(6-methylimidazo[2,1-b]thiazol-5-carboxamido)-2-oxohexandiamid C(C)NC(C(CC[C@@H](C(=O)NC=1C(N(C=CC1)CC(=O)N(C)C1C2CC3CC(CC1C3)C2)=O)NC(=O)C2=C(N=C3SC=CN32)C)=O)=O